C1(CCCC1)N1OC(=CC2=C1N=C(N=C2)S(=O)(=O)C)C#N 8-cyclopentyl-2-(methylsulfonyl)-7-oxa-7,8-dihydropyrido[2,3-d]pyrimidine-6-carbonitrile